5'-phosphoribosyl-anthranilate C1=CC=C(C(=C1)C(=O)[O-])N[C@H]2[C@@H]([C@@H]([C@H](O2)COP(=O)([O-])[O-])O)O